tert-butyl N-[5-fluoro-1-oxido-6-[1-(2,2,3,3,3-pentafluoropropyl) pyrazolo[3,4-c]pyridin-5-yl]pyridin-1-ium-3-yl]-N-methyl-carbamate FC=1C=C(C=[N+](C1C=1C=C2C(=CN1)N(N=C2)CC(C(F)(F)F)(F)F)[O-])N(C(OC(C)(C)C)=O)C